3-(4-fluorophenoxy)-N-(5-(pyrimidin-2-yl-oxy)thiazol-2-yl)cyclobutane-1-carboxamide FC1=CC=C(OC2CC(C2)C(=O)NC=2SC(=CN2)OC2=NC=CC=N2)C=C1